1-toluenesulfonyl-1H-pyrrolo[3,2-b]pyridine C(C1=CC=CC=C1)S(=O)(=O)N1C=CC2=NC=CC=C21